O1C(OCC1)C1=C(C=NC=C1)C=1NCCC(C1)C(F)(F)F 4'-(1,3-dioxolan-2-yl)-4-(trifluoromethyl)-1,4,5,6-tetrahydro-2,3'-bipyridine